C(N)(=O)C=1C=C(C2=C(N=C(N2C\C=C\CCl)NC(=O)C=2N(N=C(C2)C)CC)C1)OCCCN1CCN(CC1)C(=O)OC(C)(C)C tert-butyl 4-[3-[6-carbamoyl-3-[(E)-4-chlorobut-2-enyl]-2-[(2-ethyl-5-methyl-pyrazole-3-carbonyl)amino]benzimidazol-4-yl]oxypropyl]piperazine-1-carboxylate